ClC1=CC(=C(OCC(=O)O)C=C1)OC (4-chloro-2-methoxyphenoxy)acetic acid